benzyl 2,6-diazaspiro[3.3]heptane-2-carboxylate C1N(CC12CNC2)C(=O)OCC2=CC=CC=C2